tert-butyl (cyclopropylmethyl)((3R)-1-(6-(1-(4-iodo-1H-imidazol-1-yl)ethyl)pyridazin-3-yl)piperidin-3-yl)carbamate C1(CC1)CN(C(OC(C)(C)C)=O)[C@H]1CN(CCC1)C=1N=NC(=CC1)C(C)N1C=NC(=C1)I